(E)-4-amino-N'-(2-hydroxybenzylidene)benzoyl-hydrazine tert-butyl-3-((4-chlorobenzyl)carbamoyl)-2-methyl-4,7-dihydrothieno[2,3-c]pyridine-6(5H)-carboxylate C(C)(C)(C)OC(=O)N1CC2=C(CC1)C(=C(S2)C)C(NCC2=CC=C(C=C2)Cl)=O.NC2=CC=C(C(=O)N/N=C/C1=C(C=CC=C1)O)C=C2